3-(2-Methoxypyrimidin-5-yl)-3-(4-(3-(5,6,7,8-tetrahydro-1,8-naphthyridin-2-yl)propyl)thiazol-2-yl)propionic acid ethyl ester C(C)OC(CC(C=1SC=C(N1)CCCC1=NC=2NCCCC2C=C1)C=1C=NC(=NC1)OC)=O